(R)-1-(2-fluoro-5-(trifluoromethyl)phenyl)ethane-1,2-diol FC1=C(C=C(C=C1)C(F)(F)F)[C@H](CO)O